Ethyl (2-amino-6-((3,5-bis(trifluoromethyl)benzyl)amino)pyridin-3-yl)carbamate NC1=NC(=CC=C1NC(OCC)=O)NCC1=CC(=CC(=C1)C(F)(F)F)C(F)(F)F